tert-butyl 4-bromophenylmethylcarbamate BrC1=CC=C(C=C1)CNC(OC(C)(C)C)=O